ethyl 5-(tert-butoxycarbonylamino)-2-[3-[tert-butyl(dimethyl)silyl]oxy-3-methyl-butyl]-6-methoxy-7-methyl-pyrazolo[1,5-a]pyridine-3-carboxylate C(C)(C)(C)OC(=O)NC1=CC=2N(C(=C1OC)C)N=C(C2C(=O)OCC)CCC(C)(C)O[Si](C)(C)C(C)(C)C